(E)-N-(4-(4-(4-(4-(7-(2-(2,6-dioxopiperidin-3-yl)-1-oxoisoindoline-4-yl)hept-6-yn-1-yl)piperazin-1-yl)benzoyl)-6-methyl-1,4-diazepan-1-yl)butyl)-3-(2-fluoropyridin-3-yl)acrylamide O=C1NC(CCC1N1C(C2=CC=CC(=C2C1)C#CCCCCCN1CCN(CC1)C1=CC=C(C(=O)N2CCN(CC(C2)C)CCCCNC(\C=C\C=2C(=NC=CC2)F)=O)C=C1)=O)=O